2,2'-thio-bis-(4-octylphenol) S(C1=C(C=CC(=C1)CCCCCCCC)O)C1=C(C=CC(=C1)CCCCCCCC)O